Cl.Cl.Cl.CC1=CC(=NN1C1=CC=C(C=C1)OC(F)(F)F)N1CCNCC1 1-[5-methyl-1-[4-(trifluoromethoxy)phenyl]pyrazol-3-yl]piperazine trihydrochloride